7-(6-chloro-5-(1-(1-(4-fluorophenyl)ethyl)-1H-pyrazol-4-yl)pyridin-3-yl)-[1,2,4]triazolo[1,5-a]pyridin-2-amine ClC1=C(C=C(C=N1)C1=CC=2N(C=C1)N=C(N2)N)C=2C=NN(C2)C(C)C2=CC=C(C=C2)F